8-(4-(difluoromethoxy)phenyl)-2-((2,2,2-trifluoroethyl)amino)pteridin-7(8H)-one FC(OC1=CC=C(C=C1)N1C(C=NC=2C=NC(=NC12)NCC(F)(F)F)=O)F